ethyl-5,5-dimethyl-2-[m-(1H-1,2,4-triazol-1-yl) benzoylamino]-3-hexenoate C(C)OC(C(C=CC(C)(C)C)NC(C1=CC(=CC=C1)N1N=CN=C1)=O)=O